NC1=NN2C(C3=CC(=NC=C3C(=C2C(=O)OC)OCC2=CC=CC=C2)C2=CC=CC=C2)=N1 Methyl 2-amino-6-(benzyloxy)-9-phenyl-[1,2,4]triazolo[5,1-a][2,6]naphthyridine-5-carboxylate